(3-bromo-5-methoxyphenyl)(methyl)sulfane tert-Butyl-3-[(1S)-2-hydroxy-1-[[5-[4-(trifluoromethyl)phenoxy]naphthalene-2-carbonyl]amino]ethyl]azetidine-1-carboxylate C(C)(C)(C)OC(=O)N1CC(C1)[C@@H](CO)NC(=O)C1=CC2=CC=CC(=C2C=C1)OC1=CC=C(C=C1)C(F)(F)F.BrC=1C=C(C=C(C1)OC)SC